C(C1=CC=CC=C1)=NC1=CC=C(C=C1)C N-(benzylidene)-4-toluidine